4-((1'R,2'R)-2,6-dihydroxy-5'-methyl-2'-(prop-1-ene-2-yl)-1',2',3',4'-tetrahydro-[1,1'-biphenyl]-4-yl)butyric acid OC1=C(C(=CC(=C1)CCCC(=O)O)O)[C@H]1[C@@H](CCC(=C1)C)C(=C)C